methyl 1-[(4-methoxyphenyl)methyl]-2,6-dioxo-3-{[2-(trimethylsilyl)ethoxy]methyl}pyrimidine-4-carboxylate COC1=CC=C(C=C1)CN1C(N(C(=CC1=O)C(=O)OC)COCC[Si](C)(C)C)=O